4-fluoro-3-methyl-8-(1-methylpyrrolidin-3-yl)-2-(trifluoromethyl)chromeno[7,8-d]imidazol-6(3H)-one FC1=CC=2C(C=C(OC2C2=C1N(C(=N2)C(F)(F)F)C)C2CN(CC2)C)=O